CC1=CC=C(C=C1)S(=O)(=O)OCC(CC)CO 2-(hydroxymethyl)butyl 4-methylbenzenesulfonate